C1=CC(=C(C=C1C2=CC(=O)C3=C(C=C(C=C3O2)O[C@H]4[C@@H]([C@H]([C@@H]([C@H](O4)C(=O)[O-])O)O)O)O)O)[O-] The molecule is a carbohydrate acid derivative anion arising from deprotonation of the carboxy and 5-hydroxy groups of luteolin 7-O-beta-D-glucosiduronic acid; major species at pH 7.3 (according to Marvin v 6.2.0.). It is a conjugate base of a luteolin 7-O-beta-D-glucosiduronate and a luteolin 7-O-beta-D-glucosiduronic acid.